5-benzylthiotetrazolyl-acetonitrile C(C1=CC=CC=C1)SC1=NN=NN1CC#N